4-(2-((3S,8aR)-7-(3-chloro-2-fluoro-6-(1H-tetrazol-1-yl)phenyl)-5-oxo-1,2,3,5,8,8a-hexahydroindolizin-3-yl-8,8,8a-d3)-1H-imidazol-5-yl)-3-fluoro-2-(hydroxymethyl)pyridine 1-oxide ClC=1C(=C(C(=CC1)N1N=NN=C1)C1=CC(N2[C@@H](CC[C@@]2(C1([2H])[2H])[2H])C=1NC(=CN1)C1=C(C(=[N+](C=C1)[O-])CO)F)=O)F